IC=1C=C(C(C=O)=CC1)O 4-iodo-salicylaldehyde